tert-butyl 6-(4-(ethoxycarbonyl)-3-methylphenyl)-7,7-difluoro-3-azabicyclo[4.1.0]heptane-3-carboxylate C(C)OC(=O)C1=C(C=C(C=C1)C12CCN(CC2C1(F)F)C(=O)OC(C)(C)C)C